3-[[5-amino-7-[2-(ethylcarbamoylamino)ethoxy-propyl-carbamoyl]-6H-thieno[3,2-b]azepin-2-yl]methyl]azetidine-1-carboxylic acid tert-butyl ester C(C)(C)(C)OC(=O)N1CC(C1)CC1=CC=2N=C(CC(=CC2S1)C(N(CCC)OCCNC(NCC)=O)=O)N